C(=O)=C1CCC2=CC=C(C=C12)C(=O)NC1=CC(=CC=C1)S(N)(=O)=O 3-carbonyl-N-(3-sulfamoylphenyl)-2,3-dihydro-1H-indene-5-carboxamide